3-acetoxy-2-oxo-2H-pyran-6-carboxylic acid C(C)(=O)OC=1C(OC(=CC1)C(=O)O)=O